tert-butyl 2-[8-[tert-butoxycarbonyl(2-cyanoallyl)amino]-7-methoxy carbonyl-2-naphthyl]pyrimidine-4-carboxylate C(C)(C)(C)OC(=O)N(C=1C(=CC=C2C=CC(=CC12)C1=NC=CC(=N1)C(=O)OC(C)(C)C)C(=O)OC)CC(=C)C#N